1-(4-chlorobenzyl)-3-(4-methyl-1,3-dithiolan-2-yl)-4-oxo-4H-pyrido[1,2-a]pyrimidinium ClC1=CC=C(C[N+]2=C3N(C(C(=C2)C2SCC(S2)C)=O)C=CC=C3)C=C1